C(C1=CC=CC=C1)OC[C@H]([C@H](C)O)NC(OC(C)(C)C)=O tert-butyl ((2R,3S)-1-(benzyloxy)-3-hydroxybutan-2-yl)carbamate